cyclopropyl (trans-4-((4-(5-(methanesulfonyl)pyridin-3-yl)-5-(trifluoromethyl)-pyrimidin-2-yl)amino)cyclohexyl)(5-(2-methoxypyrimidin-5-yl)pyridin-2-yl)carbamate CS(=O)(=O)C=1C=C(C=NC1)C1=NC(=NC=C1C(F)(F)F)N[C@@H]1CC[C@H](CC1)N(C(OC1CC1)=O)C1=NC=C(C=C1)C=1C=NC(=NC1)OC